5-(2,6-difluorophenyl)-3-(methylthio)-1,4-dihydrobenzo[d]pyrazolo[3,4-f][1,3]diazepine FC1=C(C(=CC=C1)F)C=1NC2=C(C3=C(N1)C=CC=C3)NN=C2SC